(7-amino-4-bromo-1,3-benzothiazol-6-yl)-[7-fluoro-2-(oxan-2-yl)indazol-4-yl]methanone NC1=C(C=C(C=2N=CSC21)Br)C(=O)C=2C1=CN(N=C1C(=CC2)F)C2OCCCC2